(1r,4r)-4-(2-phenylacetamido)cyclohexan-1-aminium C1(=CC=CC=C1)CC(=O)NC1CCC(CC1)[NH3+]